CNC N,N-di-methyl-amine